C(C(O)C)(=O)[O-].CC=1C=C(C=NC1C)[C@H]1[NH+](CCC1)C (2S)-2-(5,6-dimethylpyridin-3-yl)-1-methylpyrrolidin-1-ium lactate